2-(7-((4-methyl-1,4-oxazepan-6-yl)amino)pyrazolo[1,5-d][1,2,4]triazin-4-yl)-5-(trifluoromethyl)phenol CN1CCOCC(C1)NC1=NN=C(C=2N1N=CC2)C2=C(C=C(C=C2)C(F)(F)F)O